9H,9'H-3,4'-bicarbazole C1=CC(=CC=2C3=CC=CC=C3NC12)C1=CC=CC=2NC3=CC=CC=C3C12